Cl.C1(CC1)C1C(NCC1)C(=O)O 3-cyclopropylpyrrolidine-2-carboxylate hydrochloride